2-((tert-Butyldimethylsilanyloxy)ethyl)-1H-indole [Si](C)(C)(C(C)(C)C)OCCC=1NC2=CC=CC=C2C1